N1=C(C=CC=C1)C1(NC=CC=C1)C(=O)[O-] 2'-bipyridinate